Cl.Cl.Cl.Cl.N(=NC(C(=N)NC1=CC=C(C=C1)N)(C)C)C(C(=N)NC1=CC=C(C=C1)N)(C)C 2,2'-azobis[N-(4-amino-phenyl)-2-methylpropionamidine]-Tetrahydrochloride salt